4-chloro-1-methyl-8-(1-methylpiperidin-4-yl)-2-(trifluoromethyl)chromeno[7,8-d]imidazol-6(1H)-one ClC1=CC=2C(C=C(OC2C2=C1N=C(N2C)C(F)(F)F)C2CCN(CC2)C)=O